N1=CC(=CC=C1)C1=NOC(=N1)C1CCN(CC1)C(=O)OC(C)(C)C Tert-Butyl 4-[3-(pyridin-3-yl)-1,2,4-oxadiazol-5-yl]piperidine-1-carboxylate